C(#C)C=1C=C(C=CC1)NC1=NC=NC2=CC(=C(C=C12)N)OC 4-(3-ethynylphenylamino)-7-methoxy-6-aminoquinazoline